(1R,1'R)-1,1'-(methylenebis(4,1-phenylene))bis(ethan-1-ol) C(C1=CC=C(C=C1)[C@@H](C)O)C1=CC=C(C=C1)[C@@H](C)O